2-(4-(6-((4-(cyclopropanecarbonyl)-2-fluorobenzyl)oxy)pyridin-2-yl)-2-fluorobenzyl)-1-((1-(fluoromethyl)cyclopropyl)methyl)-1H-benzo[d]imidazole-6-carboxylic acid C1(CC1)C(=O)C1=CC(=C(COC2=CC=CC(=N2)C2=CC(=C(CC3=NC4=C(N3CC3(CC3)CF)C=C(C=C4)C(=O)O)C=C2)F)C=C1)F